ClC=1C(=NC=C(C1)C(F)(F)F)C1=NOC(=N1)C(=O)NCCC1=NC=CC=C1 (3-chloro-5-(trifluoromethyl)pyridin-2-yl)-N-(2-(pyridin-2-yl)ethyl)-1,2,4-oxadiazole-5-carboxamide